Tert-butyl (S)-(1-(7-chloro-4-oxo-4H-pyrido[2,3-d][1,3]oxazin-2-yl)-2-(3,5-difluorophenyl)ethyl)carbamate ClC=1C=CC2=C(N=C(OC2=O)[C@H](CC2=CC(=CC(=C2)F)F)NC(OC(C)(C)C)=O)N1